ClC=1C=C(C=CC1OC(F)(F)F)N1C(=NC2=C1C=C(C=C2)C(=O)N2CCOCC2)C#C (1-(3-chloro-4-(trifluoromethoxy)phenyl)-2-ethynyl-1H-benzo[d]imidazol-6-yl)(morpholino)methanone